[O-2].[Ce+4].[Ag+] silver-cerium (IV) oxide